FC1=CC=C(C=C1)NC(C(C)C1=NC=2CCCN(C2C=C1)C(=O)C1OCCCC1)=O N-(4-Fluorophenyl)-2-(5-(tetrahydro-2H-pyran-2-carbonyl)-5,6,7,8-tetrahydro-1,5-naphthyridin-2-yl)propanamid